5-(3,3-difluoropiperidin-4-yl)pyridin-2(1H)-one hydrobromide Br.FC1(CNCCC1C=1C=CC(NC1)=O)F